C(C(=C)C)(=O)OCCOC(=O)NC1=CC=CC=C1 2-[[(Phenylamino)-carbonyl]oxy]ethyl methacrylat